C(C1=CC=CC=C1)(=O)N1[C@@](C[C@@H](C1)O)(C(=O)OC)C methyl (2S,4S)-1-benzoyl-4-hydroxy-2-methyl-pyrrolidine-2-carboxylate